5-(cyclopentylsulfonyl)thiophene-3-carboxylic acid C1(CCCC1)S(=O)(=O)C1=CC(=CS1)C(=O)O